3,3,4,4,5,5-hexafluoro-1,2-bis(perfluoroethyl)cyclopent-1-ene FC1(C(=C(C(C1(F)F)(F)F)C(C(F)(F)F)(F)F)C(C(F)(F)F)(F)F)F